C(=CC)OP1(=NP(=NP(=N1)(OC=CC)F)(F)F)F 2,4-bis-propenyloxytetrafluorocyclotriphosphazene